ClC=1C(=CC(=NC1)C1=CC(=CC(=C1)C)C)C1=CC=C(C=C1)CC(C)(C)C 5-chloro-2-(3,5-dimethylphenyl)-4-(4-neopentylphenyl)pyridine